4-picolinoylpiperazin N1=CC=C(C=C1)C(=O)N1CCNCC1